COC(=O)C1(CCC(CC1)N1N=C2C=C(C(=CC2=C1)Br)OC)N 1-amino-4-(5-bromo-6-methoxy-2H-indazol-2-yl)cyclohexane-1-carboxylic acid methyl ester